5-((3,5-Bis(trifluoromethyl)benzyl)oxy)-4,6-dichloro-1H-indole-2-carboxylic acid FC(C=1C=C(COC=2C(=C3C=C(NC3=CC2Cl)C(=O)O)Cl)C=C(C1)C(F)(F)F)(F)F